1-methyl-3-(3,5-dimethylbenzyl)imidazolium CN1C=[N+](C=C1)CC1=CC(=CC(=C1)C)C